(R)-8-(1-((1-(2-amino-2-(4-(4-methylthiazol-5-yl)phenyl)ethyl)piperidin-4-yl)methyl)piperidin-4-yl)-4-chloro-7,7-dimethylindolo[1,2-a]quinazolin-5(7H)-one N[C@@H](CN1CCC(CC1)CN1CCC(CC1)C1=C2C(C=3N(C=4C=CC=C(C4C(N3)=O)Cl)C2=CC=C1)(C)C)C1=CC=C(C=C1)C1=C(N=CS1)C